(3R,7S)-2-(3,4-Dichlorobenzoyl)-N,3-dimethyl-9-(1-(4-(5-methyl-2H-tetrazol-2-yl)phenyl)ethyl)-10-oxo-1,2,3,4,7,8,9,10-octahydropyrido[4',3':3,4]pyrazolo[1,5-a]pyrazine-7-carboxamide ClC=1C=C(C(=O)N2CC=3C(=NN4C3C(N(C[C@H]4C(=O)NC)C(C)C4=CC=C(C=C4)N4N=C(N=N4)C)=O)C[C@H]2C)C=CC1Cl